(acetoxy)-N-(4-fluorophenyl)-N-(1-methylethyl)acetamide methyl-3-(bromomethyl)thiophene-2-carboxylate COC(=O)C=1SC=CC1CBr.C(C)(=O)OCC(=O)N(C(C)C)C1=CC=C(C=C1)F